N1CC(C1)N1CCN(CC1)C 1-(3-azetidinyl)-4-methyl-piperazine